BrC=1C=C(C=C(C1)Br)NC(=O)NC1=CC(=NC=C1)Br 1-(3,5-dibromophenyl)-3-(2-bromopyridin-4-yl)urea